C(C1=CC=CC=C1)N(CCC1=CNC2=CC=CC=C12)C N-benzyl-2-(1H-indol-3-yl)-N-methylethan-1-amine